FC(OC1=CC=C(C=C1)C1=CN=C2N1C=CN=C2NC2=CC(=C(C(=O)N1CC(CCC1)C(=O)N)C=C2)C)F 1-(4-((3-(4-(difluoromethoxy)phenyl)imidazo[1,2-a]pyrazin-8-yl)amino)-2-methylbenzoyl)piperidine-3-carboxamide